1-(phenylsulfonyl)-3,5-bis((1-(o-tolyl)-1H-1,2,3-triazol-4-yl)methylene)piperidin-4-one C1(=CC=CC=C1)S(=O)(=O)N1CC(C(C(C1)=CC=1N=NN(C1)C1=C(C=CC=C1)C)=O)=CC=1N=NN(C1)C1=C(C=CC=C1)C